4-(3-(dimethylamino)propanoyl)piperazin CN(CCC(=O)N1CCNCC1)C